6-chloro-4-(1-methyl-4-(4-methyl-4H-1,2,4-triazol-3-yl)-1H-pyrazol-5-yl)-5'-(trifluoromethyl)-[2,3'-bipyridine]-2'(1'H)-one ClC1=CC(=CC(=N1)C=1C(NC=C(C1)C(F)(F)F)=O)C1=C(C=NN1C)C1=NN=CN1C